CC1CN=C(CC1)C=1C=CC2=C(C=NS2)C1 5-(3-methyl-2,3,4,5-tetrahydropyridin-6-yl)-1,2-benzothiazole